FC1=C(C=CC(=C1C)OC1=CC2=C(N(N=N2)C)C(=C1)F)NC1=NC=NC2=C1N=C(N=C2)N2CCN(CC2)C(C=C)=O 1-(4-(8-((2-fluoro-4-((7-fluoro-1-methyl-1H-benzo[d][1,2,3]triazol-5-yl)oxy)-3-methylphenyl)amino)pyrimido[5,4-d]pyrimidin-2-yl)piperazin-1-yl)prop-2-en-1-one